N2-[5-amino-2-methoxy-4-[4-(4-methylpiperazin-1-yl)-1-piperidinyl]phenyl]-5-chloro-N4-(2-dimethylphosphinophenyl)pyrimidine-2,4-diamine NC=1C(=CC(=C(C1)NC1=NC=C(C(=N1)NC1=C(C=CC=C1)P(C)C)Cl)OC)N1CCC(CC1)N1CCN(CC1)C